(S)-N'-(4-fluoro-2,6-diisopropylphenylcarbamoyl)-4-(2-hydroxypropan-2-yl)thiophene-2-sulfonimidamide FC1=CC(=C(C(=C1)C(C)C)NC(=O)N=[S@@](=O)(N)C=1SC=C(C1)C(C)(C)O)C(C)C